ClC=1C(=C(C(=CC1)C(F)F)C1=CN=C(C(=N1)C(=O)NC=1N=NN(C1)CC1=NC(=C(N=C1)N1C([C@@H]2C[C@@H]2C1)=O)C)C)F 6-(3-chloro-6-(difluoromethyl)-2-fluorophenyl)-3-methyl-N-(1-((6-methyl-5-((1r,5s)-2-oxo-3-azabicyclo[3.1.0]hex-3-yl)pyrazin-2-yl)methyl)-1H-1,2,3-triazol-4-yl)pyrazine-2-carboxamide